4-(6-aminopyrimidin-4-yl)-2-(3-(2-((1,5-dimethyl-1H-pyrazol-3-yl)amino)-5-methylpyrimidin-4-yl)-1H-indol-7-yl)isoindolin-1-one NC1=CC(=NC=N1)C1=C2CN(C(C2=CC=C1)=O)C=1C=CC=C2C(=CNC12)C1=NC(=NC=C1C)NC1=NN(C(=C1)C)C